trans-4-[(3,5-difluorobenzyl)oxy]-N-{2-fluoro-3-[6-oxo-4-(trifluoromethyl)-1,6-dihydropyrimidine-2-yl]-4-(trifluoromethyl)benzyl}cyclohexane-1-carboxamide FC=1C=C(CO[C@@H]2CC[C@H](CC2)C(=O)NCC2=C(C(=C(C=C2)C(F)(F)F)C=2NC(C=C(N2)C(F)(F)F)=O)F)C=C(C1)F